[Li].FC(C1(CCC1)N1C=C(C(=CC1=O)NC1CCN(CC1)C)C(=O)O)F 1-(1-(difluoromethyl)cyclobutyl)-4-((1-methylpiperidin-4-yl)amino)-6-oxo-1,6-dihydropyridine-3-carboxylic acid lithium